N-(2,3-dihydroxypropyl)oleylamine OC(CNCCCCCCCC\C=C/CCCCCCCC)CO